PENTAFLUOROETHANE FC(C(F)(F)F)F